FC1=C(C=CC=C1)C#CC=1C=C2CCC(C2=CC1)N1CC(C1)(O)C (5-((2-fluoro-phenyl)ethynyl)-2,3-dihydro-1H-inden-1-yl)-3-methylazetidin-3-ol